ClC1=CC=C(C=C1)NC(C(=O)C1=C(C=C(C=C1)OC1=CC=NC2=CC(=C(C=C12)C)C)F)=O (4-chlorophenyl)-2-(4-((6,7-dimethylquinolin-4-yl)oxy)-2-fluorophenyl)-2-oxoacetamide